6-(tetrahydro-2H-pyran-4-yl)-2,6-diazaspiro[3.4]octane O1CCC(CC1)N1CC2(CNC2)CC1